C(C)(C)(C)OC(=O)N1C(CN(CC1)C=1C=NC=CC1C(=O)OCC)(C)C 4-(4-(ethoxycarbonyl)pyridin-3-yl)-2,2-dimethylpiperazine-1-carboxylic acid tert-butyl ester